N(=[N+]=[N-])C(CCCCCCCCCO)CN=[N+]=[N-] 10,11-Diazidoundecan-1-ol